O1C(CCCC1)ONC(CCCCCCC(=O)N)=O N8-((tetrahydro-2H-pyran-2-yl)oxy)octanediamide